C(CCC(=O)[O-])(=O)OC(C(F)(F)F)C(CC(C)C)CC(C)C diisobutyl-(1,1,1-trifluoro-2-propyl) succinate